ClC1=C(C=2C=C3N(C2C=C1)C(CC3)=O)Cl 7,8-dichloro-1,2-dihydropyrrolo[1,2-a]indol-3-one